(4-(3-((4-cyano-2-fluorophenoxy) methyl) phenoxy) piperidin-1-yl) methyl-1-((1-(cyclopropylmethyl)-1H-imidazol-5-yl) methyl)-1H-benzo[d]imidazole-6-carboxylate CC1=NC2=C(N1CC1=CN=CN1CC1CC1)C=C(C=C2)C(=O)ON2CCC(CC2)OC2=CC(=CC=C2)COC2=C(C=C(C=C2)C#N)F